C(#N)C1=C(N=C(S1)NC1=C(N=C2SC(=NN21)N2CC(CC2)NC(OC(C)(C)C)=O)CC)C2=CC=C(C=C2)F tert-butyl {1-[5-((5-cyano-4-(4-fluorophenyl)thiazol-2-yl)amino)-6-ethylimidazo[2,1-b][1,3,4]thiadiazol-2-yl]pyrrolidin-3-yl}-carbamate